BrC=1SC2=C(C1C(=O)OCC)CCCC2 ethyl 2-bromo-4,5,6,7-tetrahydro-1-benzothiophene-3-carboxylate